C(N)(OC1=C(C(=C(C=C1C1CC1)Cl)C1=CC=CC=C1)C1CC1)=O phenyl(4-chloro-2,6-dicyclopropyl phenyl) carbamate